IC1=CC=C(CN2C(=CC=C2C)C=O)C=C1 1-(4-Iodobenzyl)-5-methyl-1H-pyrrole-2-carbaldehyde